lauryl sulfate diethanolamine salt N(CCO)CCO.S(=O)(=O)(OCCCCCCCCCCCC)O